(S)-7-isopropyl-4,8-dimethyl-2-((1-((R)-tetrahydrofuran-2-carbonyl)azetidin-3-yl)amino)-7,8-dihydropteridin-6(5H)-one C(C)(C)[C@H]1C(NC=2C(=NC(=NC2N1C)NC1CN(C1)C(=O)[C@@H]1OCCC1)C)=O